C1(CC1)C=1N2C=3SC=4CC(CC4C3C(=N[C@H](C2=NN1)C)C1=C(C=CC=C1F)F)C(=O)OCC ethyl (7S)-3-cyclopropyl-9-(2,6-difluorophenyl)-7-methyl-16-thia-2,4,5,8-tetrazatetracyclo[8.6.0.02,6.011,15]hexadeca-1(10),3,5,8,11(15)-pentaene-13-carboxylate